pentyne CCCC#C